4,9,10,10a-tetrahydro-5H-thieno[2',3':3,4]pyrido[1,2-a]pyrazine-8(7H)-one-4,4,5,5-d4 S1C=CC2=C1C1N(CC(NC1)=O)C(C2([2H])[2H])([2H])[2H]